tert-butyl N-[1-(3-chloro-2-fluorophenyl)-3-hydroxypropan-2-yl]-N-[(4-methoxyphenyl)methyl]carbamate ClC=1C(=C(C=CC1)CC(CO)N(C(OC(C)(C)C)=O)CC1=CC=C(C=C1)OC)F